CC1=CN=C2N1C1=CC(=CC=C1N=C2NCCN)C N-(1,8-dimethylimidazo[1,2-a]quinoxalin-4-yl)-1,2-ethylenediamine